6-(4-chlorophenyl)-2-(3-fluorophenyl)-N-[cis-4-hydroxy-1-methylpyrrolidin-3-yl]-3-oxo-2,3-dihydropyridazine-4-carboxamide ClC1=CC=C(C=C1)C=1C=C(C(N(N1)C1=CC(=CC=C1)F)=O)C(=O)N[C@@H]1CN(C[C@@H]1O)C